ethyltrimethylsilyltin tris(tert-butoxide) CC(C)(C)[O-].CC(C)(C)[O-].CC(C)(C)[O-].C(C)[Sn+3][Si](C)(C)C